bis(2,4-di-tert-butylphenyl)-4-tert-butylphenyl phosphite P(OC1=C(C(=C(C=C1)C(C)(C)C)C1=C(C=C(C=C1)C(C)(C)C)C(C)(C)C)C1=C(C=C(C=C1)C(C)(C)C)C(C)(C)C)([O-])[O-]